C(C)OC(=O)[C@H]1C2CCC([C@@H]1N1C=C(C3=C1N=C(N=C3)C3=CN(C1=NC=C(C=C13)Cl)S(=O)(=O)CC1=CC=CC=C1)F)CC2 (2S,3S)-3-(2-(5-chloro-1-toluenesulfonyl-1H-pyrrolo[2,3-b]pyridin-3-yl)-5-fluoro-7H-pyrrolo[2,3-d]pyrimidin-7-yl)bicyclo[2.2.2]octane-2-carboxylic acid ethyl ester